ClC=1C=C2C=C(NC2=CC1C1=NC=C(N=C1)OC)CNC(C(C(C)C)O)=O N-{[5-chloro-6-(5-methoxy-2-pyrazinyl)-2-indolyl]methyl}2-hydroxy-3-methylbutyramide